(2R,3R,4S,5R,6R)-3,4-diacetoxy-6-(acetoxymethyl)-5-(((2S,3R,4S,5S,6R)-3,4,5-triacetoxy-6-(acetoxymethyl)tetrahydro-2H-pyran-2-yl)oxy)hexanoic acid C(C)(=O)O[C@H](CC(=O)O)[C@H]([C@@H](CCOC(C)=O)O[C@H]1O[C@@H]([C@@H]([C@@H]([C@H]1OC(C)=O)OC(C)=O)OC(C)=O)COC(C)=O)OC(C)=O